(S)-3,5-dichloro-4-(2-(3-(cyclopropylmethoxy)-4-(difluoromethoxy)phenyl)-2-(4-methoxy-3-(vinylsulfonyloxy)benzoyloxy)ethyl)pyridine ClC=1C=NC=C(C1C[C@H](OC(C1=CC(=C(C=C1)OC)OS(=O)(=O)C=C)=O)C1=CC(=C(C=C1)OC(F)F)OCC1CC1)Cl